C1(CC1)C=1C=C(C(N(C1)CCO)=O)NC=1N(C=2C(=NC=C(C2OC)OC=2C=NN3C2C=CC=C3)N1)C 5-cyclopropyl-1-(2-hydroxyethyl)-3-((7-methoxy-1-methyl-6-(pyrazolo[1,5-a]pyridin-3-yloxy)-1H-imidazo[4,5-b]pyridin-2-yl)amino)pyridin-2(1H)-one